ClC1=NN2C(N=CC3=C2C(CC3C(=O)NC=3C=NC(=C(C3)Cl)N3N=CC(=C3)C#N)(C)C)=C1 2-chloro-N-(5-chloro-6-(4-cyano-1H-pyrazol-1-yl)pyridin-3-yl)-8,8-dimethyl-7,8-dihydro-6H-cyclopenta[e]pyrazolo[1,5-a]pyrimidine-6-carboxamide